2-(4-chloro-3-(trifluoromethoxy)phenyl)-6-hydroxy-6-methyl-2-methylamino-cyclohexan-1-one hydrochloride Cl.ClC1=C(C=C(C=C1)C1(C(C(CCC1)(C)O)=O)NC)OC(F)(F)F